CC=1C=C(C(=O)N[C@H](C(=O)O)CC2=CC=C(C=C2)OC)C=CC1C (S)-2-(3,4-dimethylbenzamido)-3-(4-methoxyphenyl)propanoic acid